FC(C(=O)OC1=CC=C(C=2C(C3=CC=CC=C3C(C12)=O)=O)NC(C(F)(F)F)=O)(F)F 9,10-dioxo-4-(2,2,2-trifluoroacetylamino)-9,10-dihydroanthracen-1-yl 2,2,2-trifluoroacetate